ClC1=C(C=CC(=C1)OC(F)(F)F)N1N=C(C=2C1=NC=CC2I)C2CN(C2)C(=O)OC(C)(C)C tert-butyl 3-[1-[2-chloro-4-(trifluoromethoxy)phenyl]-4-iodo-pyrazolo[3,4-b]pyridin-3-yl]azetidine-1-carboxylate